COC1=C(C=C(C=C1)NC1=NC(=CC(=N1)C)NC)NNC(=O)OC(C)(C)C tert-butyl 2-(2-methoxy-5-((4-methyl-6-(methylamino)pyrimidin-2-yl)amino)phenyl)hydrazine-1-carboxylate